(1,3-dimethyl-azetidin-3-yl)-[4-(3-methoxy-propyl)-phenyl]-(5-pyrrolidin-1-yl-pyridin-3-yl)-methanol CN1CC(C1)(C)C(O)(C=1C=NC=C(C1)N1CCCC1)C1=CC=C(C=C1)CCCOC